C1(C(CCCC1)C(=O)[O-])C(=O)[O-].[Ca+2].CN(CCC=1C(=NC(NC1)=O)C(F)(F)F)C 5-(2-(dimethylamino)ethyl)-2-oxo-4-(trifluoromethyl)pyrimidine calcium 1,2-cyclohexanedicarboxylate